2-(3-piperidyl)-2-azaspiro[3.3]heptane N1CC(CCC1)N1CC2(C1)CCC2